5-Ethyl-5-(1-methyl-1-butenyl)barbituric acid C(C)C1(C(NC(NC1=O)=O)=O)C(=CCC)C